NC1=NC(N(C=C1)[C@@]1(O[C@@H]([C@H]2OC(O[C@H]21)(C)C)CO)C#N)=O (3aR,4R,6R,6aR)-4-(4-Amino-2-oxopyrimidin-1(2H)-yl)-6-(hydroxymethyl)-2,2-dimethyltetrahydrofuro[3,4-d][1,3]dioxole-4-carbonitrile